2-(methylthio)propanoyl chloride CSC(C(=O)Cl)C